(Z)-1,4-dichloro-2-butene ClC\C=C/CCl